COC=1C=C2C(=NC1C1=C3CCC(C3=CC=C1)C#N)C(=NN2)C=2C=NC(=CC2)C2CN(C(C2)=O)C 4-(6-methoxy-3-(6-(1-methyl-5-oxopyrrolidin-3-yl)pyridin-3-yl)-1H-pyrazolo[4,3-b]pyridin-5-yl)-2,3-dihydro-1H-indene-1-carbonitrile